N-(pyridin-2-yl)-1,4-dihydropyrimidine N1=C(C=CC=C1)N1C=NCC=C1